[PH2]([O-])=O.[PH2]([O-])=O.[PH2]([O-])=O.[Al+3] aluminum triphosphinate